tert-butyl N-[(2R)-3-(1,3-dioxoisoindolin-2-yl)-2-methoxy-propyl]-N-methyl-carbamate O=C1N(C(C2=CC=CC=C12)=O)C[C@H](CN(C(OC(C)(C)C)=O)C)OC